P(=O)(OC1=C(C=CC=C1)C)(OC1=C(C=CC=C1)C)OC1=C(C=CC=C1)C triso-tolyl phosphate